N1(CCNCC1)C1=NC=CC=N1 2-(piperazine-1-yl)pyrimidine